3-chloro-4-iodo-N-(4-methoxybenzyl)-N-(methyl-d2)Pyridin-2-amine-5-d ClC=1C(=NC=C(C1I)[2H])N(C([2H])[2H])CC1=CC=C(C=C1)OC